tert-butyl 4-[2-[[(3S)-1-[4-[[5-fluoro-4-(3-isopropyl-2-methyl-imidazol-4-yl)pyrimidin-2-yl]amino]benzoyl]pyrrolidin-3-yl]-methyl-amino] ethoxy]piperidine-1-carboxylate FC=1C(=NC(=NC1)NC1=CC=C(C(=O)N2C[C@H](CC2)N(CCOC2CCN(CC2)C(=O)OC(C)(C)C)C)C=C1)C=1N(C(=NC1)C)C(C)C